[Si](C)(C)(C(C)(C)C)OCC12CC(CC(CC1)(O2)CO[Si](C)(C)C(C)(C)C)O 1,5-bis[[tert-butyl(dimethyl)silyl]oxymethyl]-8-oxabicyclo[3.2.1]octan-3-ol